Cl.Cl.ClC=1C(=NC(=NC1)NC1=C(C=C(C(=C1)C)C1CCNCC1)OC(C)C)NC1=C(C=CC=C1)S(=O)(=O)C(C)C 5-chloro-N2-(2-isopropoxy-5-methyl-4-piperidin-4-yl-phenyl)-N4-[2-(propane-2-sulfonyl)-phenyl]-pyrimidine-2,4-diamine dihydrochloride